4-(((Z)-5-((Z)-7-bromo-2-oxoindoline-3-ylidene)-4-oxo-3-phenylthiazolidin-2-ylidene)amino)benzenesulphonamide BrC=1C=CC=C2/C(/C(NC12)=O)=C/1\C(N(/C(/S1)=N/C1=CC=C(C=C1)S(=O)(=O)N)C1=CC=CC=C1)=O